ClC=1N=CN(C1CCl)C 4-Chloro-5-(chloromethyl)-1-methylimidazole